CC=1N=NC=C(C1[C@@H](C)OC=1C=C2C(=NNC2=CC1)C=1C=C2C(CC3(CCN(CC3)CC)OC2=CC1)=O)C (R)-6-(5-(1-(3,5-dimethyl-pyridazin-4-yl)ethoxy)-1H-indazol-3-yl)-1'-ethylspiro[chroman-2,4'-piperidin]-4-one